Ammonium galactarate octadecyl-3-mercaptopropanoate C(CCCCCCCCCCCCCCCCC)C(C(=O)[O-])CS.O=C([C@H](O)[C@@H](O)[C@@H](O)[C@H](O)C(=O)[O-])[O-].[NH4+].[NH4+].[NH4+]